(3aR,5s,6aS)-2-((tetrahydro-2H-pyran-4-yl)methyl-d2)-N-(4-(trifluoromethyl)-6-(2,3,5-trifluorophenyl)pyridazin-3-yl)octahydrocyclopenta[c]pyrrol-5-amine O1CCC(CC1)C(N1C[C@@H]2[C@H](C1)CC(C2)NC=2N=NC(=CC2C(F)(F)F)C2=C(C(=CC(=C2)F)F)F)([2H])[2H]